C(=O)(OCC1C2=CC=CC=C2C2=CC=CC=C12)C(C(=O)O)(CC)N Fmoc-D-2-amino-butyric acid